6-((S)-1-(2-((S)-3-Aminopiperidin-1-yl)-1H-benzo[d]imidazol-1-yl)propyl)nicotinonitril-hydrochlorid Cl.N[C@@H]1CN(CCC1)C1=NC2=C(N1[C@@H](CC)C1=NC=C(C#N)C=C1)C=CC=C2